ClC=1N=NC(=CC1C)C(C)N1N=CC(=C1)[N+](=O)[O-] 3-chloro-4-methyl-6-(1-(4-nitro-1H-pyrazol-1-yl)ethyl)pyridazine